N1C=CC2=CC=C(C=C12)CNC1=NC(N([C@H]2C[C@H](O)[C@@H](CO)O2)C=C1)=O N4-((1H-indol-6-yl)methyl)-2'-deoxycytidine